ethyl-bis(trimethylsilyl)amine C(C)N([Si](C)(C)C)[Si](C)(C)C